1,4-dibromobutanedione BrCC(C(CBr)=O)=O